CC=1N=CC=NC1 5-methylpyrazine